FC1=C(C(=CC(=C1)OC)F)N1C(=NC(=C1)C1CCN(CC1)C(=O)NCC)NC(C1=CC=C(C=C1)OC(F)F)=O 4-[1-(2,6-Difluoro-4-methoxyphenyl)-2-[4-(difluoromethoxy)benzamido]-1H-imidazol-4-yl]-N-ethylpiperidine-1-carboxamide